C(CCCC)C1=CC=C(C=C1)S(=O)(=O)N 4-pentylbenzenesulfonamide